N[C@H](C)C1=CC=C2C(=N1)N(C(=C2)C2=NC1=C(N2C)C(=CC(=C1)C(=O)OC)F)CCCC=C methyl (R)-2-(6-(1-aminoethyl)-1-(pent-4-en-1-yl)-1H-pyrrolo[2,3-b]pyridin-2-yl)-7-fluoro-1-methyl-1H-benzo[d]imidazole-5-carboxylate